NC1=C(C(=NC=2N1N=C(C2CC)C)NCCC=2C(N(C=CC2)CCCN)=O)C#N amino-5-((2-(1-(3-aminopropyl)-2-oxo-1,2-dihydropyridin-3-yl)ethyl)amino)-3-ethyl-2-methylpyrazolo[1,5-a]pyrimidine-6-carbonitrile